ClC1=CC=C2C(=CNC2=C1F)S(=O)(=O)NC1=NC=C(C(=N1)OC)C(C(F)F)([2H])[2H] 6-chloro-N-[5-(1,1-dideuterio-2,2-difluoro-ethyl)-4-methoxy-pyrimidin-2-yl]-7-fluoro-1H-indole-3-sulfonamide